FC(OC1=C(C=C(C=C1)SC)C1=NN(C=C1NC(=O)C=1C=NN2C1N=CC=C2)CC(=O)N2CCC(CC2)N2C(COCC2)CO)F N-[3-[2-(difluoromethoxy)-5-methylsulfanyl-phenyl]-1-[2-[4-[3-(hydroxymethyl)morpholin-4-yl]-1-piperidyl]-2-oxo-ethyl]pyrazol-4-yl]pyrazolo[1,5-a]pyrimidine-3-carboxamide